(S)-N-(3-(cyclohexylamino)-3-oxo-1-phenylpropyl)-2,2-dimethylbutanamide C1(CCCCC1)NC(C[C@@H](C1=CC=CC=C1)NC(C(CC)(C)C)=O)=O